tetramethyl (((5'-methyl-4-pentyl-2'-(prop-1-en-2-yl)-1',2',3',4'-tetrahydro-[1,1'-biphenyl]-2,6-diyl)bis(oxy))bis(propane-2,2-diyl)) bis(phosphate) P(=O)(OC)(OC)OC(C)(C)OC1=CC(=CC(=C1C1C(CCC(=C1)C)C(=C)C)OC(C)(C)OP(=O)(OC)OC)CCCCC